1-[(4S)-8-chlorochroman-4-yl]-3-[1-(4-pyrrolidin-2-ylphenyl)pyrazol-3-yl]urea hydrochloride Cl.ClC=1C=CC=C2[C@H](CCOC12)NC(=O)NC1=NN(C=C1)C1=CC=C(C=C1)C1NCCC1